C(C)(C)[Sn](N(C)C)(N(C)C)N(C)C sec-propyltris(dimethylamino)tin